NC(CCN[C@@H](C1=CC=2N(N=C1)C=C(N2)[C@H](C2CCC(CC2)(F)F)NC(OC(C)(C)C)=O)C2CC2)C(F)(F)F tert-Butyl ((1S)-(7-((1R)-((3-amino-4,4,4-trifluorobutyl)amino)(cyclopropyl)methyl)imidazo[1,2-b]pyridazin-2-yl)(4,4-difluorocyclohexyl)methyl)carbamate